ethyl 4-(4-chlorophenyl)-4-oxo-3-phenylbutyrate ClC1=CC=C(C=C1)C(C(CC(=O)OCC)C1=CC=CC=C1)=O